dimethyl-chloro-methyl-propane CC(C(C)Cl)(C)C